1,8-diaminooctane triflate OS(=O)(=O)C(F)(F)F.NCCCCCCCCN